(S)-2-methyl-N-((S)-1-(5-(trifluoromethyl)pyridin-2-yl)ethyl)propane-2-sulfinamide CC(C)(C)[S@](=O)N[C@@H](C)C1=NC=C(C=C1)C(F)(F)F